NC=1SC(=NN1)SC 2-amino-5-(methylthio)-1,3,4-thiadiazole